(R)-2-benzenesulfonyl-1-(4-chlorophenyl)ethanol C1(=CC=CC=C1)S(=O)(=O)C[C@H](O)C1=CC=C(C=C1)Cl